5-(3-hydroxypropyl)-2-methoxynicotinic acid OCCCC=1C=NC(=C(C(=O)O)C1)OC